COC1=C2C=C(NC2=CC=C1)C(=O)N[C@H](C(CN(C(=S)SC)C[C@H]1C(NCC1)=O)=O)CC(C)C Methyl ((S)-3-(4-methoxy-1H-indole-2-carboxamido)-5-methyl-2-oxohexyl)(((S)-2-oxopyrrolidin-3-yl)methyl)carbamodithioate